[W]=S.[Mo].[Se] Selenium-molybdenum-tungsten sulfide